2,2-dimethyl-4-hydroxy-5-methoxyl-7-(p-methyl-benzenesulfonyloxy)-2,3-dihydrobenzopyran CC1(OC2=C(C(C1)O)C(=CC(=C2)OS(=O)(=O)C2=CC=C(C=C2)C)OC)C